4-((5-amino-1-(3-methylbenzoyl)-3-phenyl-1H-pyrazol-4-yl)methyl)benzenesulfonamide NC1=C(C(=NN1C(C1=CC(=CC=C1)C)=O)C1=CC=CC=C1)CC1=CC=C(C=C1)S(=O)(=O)N